COC(C1=CC=C(C=C1)[C@H]1NCCC(C1)CC#C)=O 4-((2S)-4-(prop-2-yn-1-yl)piperidin-2-yl)benzoic acid methyl ester